1-(5-Fluoro-1H-indol-3-yl)-2-[4-(5-hydroxy-pyridin-2-yl)-piperazin-1-yl]-ethane-1,2-dione FC=1C=C2C(=CNC2=CC1)C(C(=O)N1CCN(CC1)C1=NC=C(C=C1)O)=O